N4-(4-(2-amino-5-methylpyrimidin-4-yl)phenyl)-N2-(3-fluorobenzyl)pyrimidine-2,4-diamine NC1=NC=C(C(=N1)C1=CC=C(C=C1)NC1=NC(=NC=C1)NCC1=CC(=CC=C1)F)C